FC(OC=1C=CC(=NC1)[C@@H]1[C@H](C1)C=1C=2N(N=C(C1)C=1C(=NC(=NC1)OC)OC)C=CN2)F 8-[(1S,2S)-2-[5-(difluoromethoxy)-2-pyridyl]cyclopropyl]-6-(2,4-dimethoxypyrimidin-5-yl)imidazo[1,2-b]pyridazine